O=S1(C[C@@H](CCC1)N1C(=NC2=C3CC[C@@H](N(C3=CC=C21)C(=O)OC)C)CCN2N=CC=C2)=O methyl (7S)-3-[(3R)-1,1-dioxo-1λ6-thian-3-yl]-7-methyl-2-[2-(1H-pyrazol-1-yl)ethyl]-3H,6H,7H,8H,9H-imidazo[4,5-f]quinoline-6-carboxylate